Cl.O=C1N(CC2=CC(=CC=C12)N1CCNCC1)[C@@H]1C(NC(CC1)=O)=O (3S)-3-(1-oxo-5-piperazin-1-yl-isoindolin-2-yl)piperidine-2,6-dione hydrochloride salt